C(CC)OC(C)OCC(C)N 1-(1-Propoxyethoxy)-propan-2-amin